CN1C=NC(=C1)N1C=CC2=C1N=CNC2=O 7-(1-methyl-1H-imidazol-4-yl)-3,7-dihydro-4H-pyrrolo[2,3-d]pyrimidin-4-one